COC1=CC=C(C=C1)C=1C=NN(C1)C(=O)C1=C(OC=2N=CN=C(C21)NC2(CC2)C)C 5-[4-(4-methoxyphenyl)-1H-pyrazole-1-carbonyl]-6-methyl-N-(1-methylcyclopropyl)furo[2,3-d]pyrimidin-4-amine